BrC1=CC=C(C=C1)\N=N\C(C(=O)OC)(C1CCCC1)C#N methyl 2-[(E)-(4-bromophenyl) azo]-2-cyano-2-cyclopentyl-acetate